BrC=1C=C(N)C=CC1OCCN1CCCC1 3-bromo-4-(2-pyrrolidin-1-ylethoxy)aniline